3,6-dioxo-1,8-octanedioyl mercaptan O=C(CC(=O)S)CCC(CC(=O)S)=O